N-(8-(methylamino)-5-(2-oxo-2,5-dihydrofuran-3-yl)-2,7-naphthyridin-3-yl)cyclopropanecarboxamide CNC=1N=CC(=C2C=C(N=CC12)NC(=O)C1CC1)C=1C(OCC1)=O